ClC=1C(=C(C=CC1)C1=C(C(=CC=C1)C[C@@H]1N(CC([C@@H]1NS(=O)(=O)C)(F)F)C(=O)C1CC1)F)F N-[(2S,3R)-2-[(3'-chloro-2,2'-difluoro[1,1'-biphenyl]-3-yl)methyl]-1-(cyclopropanecarbonyl)-4,4-difluoropyrrolidin-3-yl]methanesulfonamide